COC(C1=CC(=C(C=C1)OC)CBr)=O 3-(bromomethyl)-4-methoxy-benzoic acid methyl ester